C1=NC=CC2=CC=C3C(=C12)C=CC(=C3)C(=O)[O-] benzo[h]isoquinoline-8-carboxylate